C(CCCCCCC\C=C/C=C)O (9Z)-9,11-dodecadien-1-ol